4-(5-(difluoromethyl)-1,3,4-oxadiazole-2-yl)-1-(2-(2,5-dimethoxyphenyl)-2-oxoethyl)pyridine-2(1H)-one FC(C1=NN=C(O1)C1=CC(N(C=C1)CC(=O)C1=C(C=CC(=C1)OC)OC)=O)F